O=C1C2(CC3=CC=CC=C13)CCCCC2 (1S)-3'-oxo-1',3'-dihydrospiro[cyclohexane-1,2'-inden]